1-(1-methylallyloxy)-3-(propargyloxy)-2-propanol dichlorophosphate P(=O)(Cl)(Cl)OC(COC(C=C)C)COCC#C